C1(CC1)S(=O)(=O)N1N=CC(=C1)C1=NC=CC(=N1)NC1=CC(=C(C=N1)C1=NC=C(C=C1)N1CC(C1)OC)NC1CCC(CC1)CN(C)C N6'-(2-(1-(Cyclopropylsulfonyl)-1H-pyrazol-4-yl)pyrimidin-4-yl)-N4'-((1s,4s)-4-((dimethylamino)methyl)cyclohexyl)-5-(3-methoxyazetidin-1-yl)-[2,3'-bipyridine]-4',6'-diamine